CC1=C(C=CC=C1OCCCN1CCC2(COC2)CC1)C1=C(C(=CC=C1)C=1SC2=C(CN(CC2)C)N1)C 7-(3-((2,2'-dimethyl-3'-(5-methyl-4,5,6,7-tetrahydrothiazolo[4,5-c]pyridin-2-yl)-[1,1'-biphenyl]-3-yl)oxy)propyl)-2-oxa-7-azaspiro[3.5]nonane